4-(4-bromophenyl)-4-azaspiro[2.4]heptan-5-one BrC1=CC=C(C=C1)N1C2(CC2)CCC1=O